ClC1=CC=C(C=C1)C=1C=C2C(=NC1)NCN2CC(C=2SC=CC2)=O 6-(4-Chlorophenyl)-1-[2-oxo-2-(2-thienyl)ethyl]-3H-imidazo[4,5-b]pyridin